C(C)(=O)C1=NN(C2=CC=C(C=C12)C(=O)OC)CC(=O)O 2-(3-acetyl-5-(methoxycarbonyl)-1H-indazol-1-yl)acetic acid